F.F.F.C(C)N(CC)CC N,N-diethylethanamine trihydrofluoride salt